CC1(NC=CC(=N1)NC1CCN(CC1)S(=O)(=O)C)NC 2,N2-dimethyl-N4-(1-(methylsulfonyl)piperidin-4-yl)pyrimidine-2,4-diamine